6-((4-Chloro-2-fluorobenzyl)oxy)-3',6'-dihydro-[2,4'-bipyridine] ClC1=CC(=C(COC2=CC=CC(=N2)C=2CC=NCC2)C=C1)F